[N+](=O)(O)[O-].C(C)N1CC=CC2=CC=CC=C12 1-Ethylquinoline nitrate